C1=NC=CC=2NC=3C=C(C=CC3C21)C=2C=CC(=NC2)N2CCC(CC2)CO [1-(5-[5H-pyrido[4,3-b]indol-7-yl]pyridin-2-yl)piperidin-4-yl]methanol